C(C)(C)(C)OC(N[C@@H]1C(N(C2=C(OC1)C=CC(=C2)OCC(C2=CC=NC=C2)=O)C)=O)=O (S)-(5-methyl-4-oxo-7-(2-oxo-2-(pyridin-4-yl)ethoxy)-2,3,4,5-tetrahydrobenzo[b][1,4]oxazepin-3-yl)carbamic acid tert-butyl ester